ClC=1C=C(C=CC1)C(CC1=CC=CC=C1)(F)F (R)-2-(3-chlorophenyl)-2,2-difluoro-1-phenylethane